C(N)(=O)C1=CC(=NC2=C1N=CN=C2N[C@@H]2CN(CC[C@@H]2F)C(=O)OC(C)(C)C)Cl tert-butyl (3R,4S)-3-({8-carbamoyl-6-chloropyrido[3,2-d]pyrimidin-4-yl} amino)-4-fluoropiperidine-1-carboxylate